C1(CCCCC1)C(=O)N1C2=C(NC3=C(C1)C=NN3C)C=CC=C2 cyclohexyl(1-methyl-4,10-dihydrobenzo[b]pyrazolo[3,4-e][1,4]diazepin-5(1H)-yl)methanone